O[C@](C(=O)N1[C@@H]([C@H]2C([C@H]2C1)(C)C)C(=O)N[C@@H](C[C@H]1C(NCC1)=O)C(COC(F)(F)F)=O)(CC)C (1R,2S,5S)-3-((S)-2-hydroxy-2-methylbutanoyl)-6,6-dimethyl-N-((S)-3-oxo-1-((S)-2-oxopyrrolidin-3-yl)-4-(trifluoromethoxy)butan-2-yl)-3-azabicyclo[3.1.0]-hexane-2-carboxamide